C(C=C(C)C)[C@@]1(OC=2C=C(C=C(C2C(C1)=O)O)O)C1=CC=C(O)C=C1 Prenyl-naringenin